[Si](C)(C)(C(C)(C)C)OCC(C)=O 1-(t-butyldimethylsilyloxy)-2-propanone